FC=1C(=NC(=NC1)NC1=CC(=C(C(=C1)OC)OC)OC)NC=1C=CC=2OC(C(NC2N1)=O)(C)C 6-((5-fluoro-2-((3,4,5-trimethoxyphenyl)amino)pyrimidin-4-yl)amino)-2,2-dimethyl-2H-pyrido[3,2-b][1,4]oxazin-3(4H)-one